sodium 3,5-dimethyl-4-hexadecyloxybenzenesulfonate CC=1C=C(C=C(C1OCCCCCCCCCCCCCCCC)C)S(=O)(=O)[O-].[Na+]